N-(6-(3-(3-chloro-4-methoxyphenylsulfonamido)-2,6-difluorophenyl)quinazolin-2-yl)pivalamide ClC=1C=C(C=CC1OC)S(=O)(=O)NC=1C(=C(C(=CC1)F)C=1C=C2C=NC(=NC2=CC1)NC(C(C)(C)C)=O)F